N-(3-bromo-4-fluorophenyl)-N'-hydroxy-4-((3-sulfamoyl-propyl)amino)-1,2,5-oxadiazole-3-formamidine BrC=1C=C(C=CC1F)NC(=NO)C1=NON=C1NCCCS(N)(=O)=O